O.Cl.Cl.OC1=C(C(=NN1C1=CC=CC=C1)C)C1OCC=2C=NC(=C(C21)O)C.OC2=C(C(=NN2C2=CC=CC=C2)C)C2OCC=1C=NC(=C(C12)O)C di[1-(5-hydroxy-3-methyl-1-phenyl-1H-pyrazol-4-yl)-6-methyl-1,3-dihydrofuro[3,4-c]pyridine-7-ol] dihydrochloride monohydrate